N-[4-(7-Fluoro-1,3-benzoxazol-2-yl)phenyl]-1,1-dioxothiolan-3-carboxamid FC1=CC=CC=2N=C(OC21)C2=CC=C(C=C2)NC(=O)C2CS(CC2)(=O)=O